C(C)(C)(C)[C@H]1CC[C@H](CC1)N1CCC(CC1)N1C=C(C2=CC=CC=C12)CN1CCCC1 1-(1-(cis-4-(tert-butyl)cyclohexyl)piperidin-4-yl)-3-(pyrrolidin-1-ylmethyl)-1H-indole